dimercaptobenzene SC1=C(C=CC=C1)S